(1R,3aS,6aR)-N-((R)-1-cyano-2-((S)-2-oxopyrrolidin-3-yl)ethyl)-2-(4-methoxy-1H-indole-2-carbonyl)-5,5-difluorooctahydrocyclopenta[c]pyrrole-1-carboxamide C(#N)[C@@H](C[C@H]1C(NCC1)=O)NC(=O)[C@@H]1N(C[C@@H]2[C@H]1CC(C2)(F)F)C(=O)C=2NC1=CC=CC(=C1C2)OC